The molecule is a magnesium salt resulting from the formal reaction of magnesium hydroxide with 2 mol eq. of esomeprazole. An inhibitor of gastric acid secretion, it is used for the treatment of gastro-oesophageal reflux disease, dyspepsia, peptic ulcer disease, and Zollinger-Ellison syndrome. It has a role as an EC 3.6.3.10 (H(+)/K(+)-exchanging ATPase) inhibitor and an anti-ulcer drug. It contains an esomeprazole(1-). CC1=CN=C(C(=C1OC)C)C[S@](=O)C2=NC3=C([N-]2)C=CC(=C3)OC.CC1=CN=C(C(=C1OC)C)C[S@](=O)C2=NC3=C([N-]2)C=CC(=C3)OC.[Mg+2]